FC1=CC=C2[C@@H](N3C(C2=C1)=CN=C3)[C@@H]3[C@H](COCC3)O (3R,4R)-4-((S)-8-Fluoro-5H-imidazo[5,1-a]isoindol-5-yl)-tetrahydro-2H-pyran-3-ol